(-)-1-[[6-(difluoromethyl)-2-(methoxymethyl)imidazo[2,1-b][1,3,4]thiadiazol-5-yl]methyl]-4-(2,2,2-trifluoroethyl)imidazolidin-2-one FC(C=1N=C2SC(=NN2C1CN1C(NC(C1)CC(F)(F)F)=O)COC)F